8-quinolinylbenzamide N1=CC=CC2=CC=CC(=C12)C1=C(C(=O)N)C=CC=C1